ClC1=CC=C(C(=N1)C=1N=CSC1)N 6-chloro-2-thiazol-4-yl-pyridin-3-amine